ethyl 3-cyano-2-tetrahydrofuran-3-yl-pyrazolo[1,5-a]pyrimidine-7-carboxylate C(#N)C=1C(=NN2C1N=CC=C2C(=O)OCC)C2COCC2